C(=O)OC1=C(C=CC(=C1)N1N=NC(=C1)C)C1=CC2=C(N=N1)N(C=C2)[C@@H]2[C@@H](C(NC(C2)(C)C)(C)C)F 2-{7-[(3S,4S)-3-fluoro-2,2,6,6-tetramethylpiperidin-4-yl]-7H-pyrrolo[2,3-c]pyridazin-3-yl}-5-(4-methyl-1H-1,2,3-triazol-1-yl)phenol formate